benzyl p-chloronicotinate ClC1=CC=NC=C1C(=O)OCC1=CC=CC=C1